[Br-].C(#N)C(C[N+](C)(C)C1CC1)=C N-(2-cyanoallyl)-N,N-dimethylcyclopropylammonium bromide